CC(C)N1N=NC2=C1C=CC(=C2)C2=NSC(=N2)C=2C=C(C=CC2)O 3-[1-(propan-2-yl)-1H-1,2,3-benzotriazol-5-yl-1,2,4-thiadiazol-5-yl]phenol